4-(benzyloxy)-6-chloro-2-methylpyrimidine C(C1=CC=CC=C1)OC1=NC(=NC(=C1)Cl)C